BrC(CCCN1C2=CC=CC=C2SC=2C=CC=CC12)CC 10-(4-bromohexyl)-10H-phenothiazine